4-n-butyl-1,4-hexadiene C(CCC)C(CC=C)=CC